(S)-(3-(1-amino-1,3-dihydrospiro[indene-2,4'-piperidin]-1'-yl)-6-(3-(indol-1-yl)prop-1-yn-1-yl)pyrazin-2-yl)methanol N[C@@H]1C2=CC=CC=C2CC12CCN(CC2)C=2C(=NC(=CN2)C#CCN2C=CC1=CC=CC=C21)CO